2'-[6-amino-5-(trifluoromethyl)pyridin-3-yl]-N-[1-(pyridin-3-yl)cyclobutyl]-5',6'-dihydrospiro[azetidine-3,4'-pyrrolo[1,2-b]pyrazole]-1-carboxamide NC1=C(C=C(C=N1)C=1C=C2N(N1)CCC21CN(C1)C(=O)NC1(CCC1)C=1C=NC=CC1)C(F)(F)F